NC([C@H](CCC(=O)OC(C)(C)C)N1C(C2=CC=CC(=C2C1=O)NCC1=C(C=C(C=C1)CN1CC(C1)N1CCOCC1)F)=O)=O tert-butyl (S)-5-amino-4-(4-((2-fluoro-4-((3-morpholinoazetidin-1-yl)methyl)benzyl)amino)-1,3-dioxoisoindolin-2-yl)-5-oxopentanoate